5-(2-trimethylsilylethynyl)pyrimidin-4-amine C[Si](C#CC=1C(=NC=NC1)N)(C)C